2-[8-(1H-benzimidazol-4-yl)-3,8-diazabicyclo[3.2.1]octan-3-yl]ethanol N1C=NC2=C1C=CC=C2N2C1CN(CC2CC1)CCO